NC(C1=CC=CC=C1)=C(C(=O)O)C(=O)O aminobenzylidenemalonic acid